2-cyclopentyl-N-(6-oxo-1-phenyl-1,6-dihydropyridin-3-yl)acetamide C1(CCCC1)CC(=O)NC1=CN(C(C=C1)=O)C1=CC=CC=C1